(2R)-2-amino-3-(2-chloro-4-{[(furan-2-yl)methyl]amino}thieno[3,2-d]pyrimidin-6-yl)propan-1-ol N[C@@H](CO)CC1=CC=2N=C(N=C(C2S1)NCC=1OC=CC1)Cl